C(C)(C)(C)OC(=O)N1C=CC2=C(C(=CC(=C12)C)OC)CN1[C@H](C[C@@H](CC1)NS(N)(=O)=O)C1=CC=C(C=C1)C(=O)OC |r| (±)-5-methoxy-4-(((trans)-2-(4-(methoxycarbonyl)phenyl)-4-(sulfamoylamino)piperidin-1-yl)methyl)-7-methyl-1H-indole-1-carboxylic acid tert-butyl ester